C(C)(C)(C)OC(N[C@H](C(=O)NCC1=CC=C(C=C1)OCC1=CC(=CC=C1)F)CC)=O (S)-(1-((4-((3-fluorobenzyl)oxy)benzyl)amino)-1-oxobutan-2-yl)carbamic acid tert-butyl ester